C1(=CC=CC=C1)C1=CC=CC(=N1)C=O 6-phenyl-2-pyridineformaldehyde